4-(((5-amino-2-methyl-3-(prop-1-yn-1-yl)pyridin-4-yl)amino)methyl)-3,5-difluorobenzenesulfonamide NC=1C(=C(C(=NC1)C)C#CC)NCC1=C(C=C(C=C1F)S(=O)(=O)N)F